(S)-(4-(pyrazolo[1,5-a]pyridin-2-yl)-6,7-dihydro-1H-imidazo[4,5-c]pyridin-5(4H)-yl)(5-(4-(trifluoromethyl)phenyl)-1,3,4-oxadiazol-2-yl)methanone N1=C(C=C2N1C=CC=C2)[C@H]2N(CCC1=C2N=CN1)C(=O)C=1OC(=NN1)C1=CC=C(C=C1)C(F)(F)F